O[C@@H]([C@H](CO[C@H]1O[C@@H]([C@@H]([C@@H]([C@H]1O)O)O)CO)NC(CCCCCCCCCCN1CCS(CC1)(=O)=O)=O)[C@@H](CCCCCCCCCCCCCC)O N-((2S,3S,4R)-3,4-dihydroxy-1-(((2S,3R,4S,5R,6R)-3,4,5-trihydroxy-6-(hydroxymethyl)tetrahydro-2H-pyran-2-yl)oxy)octadecan-2-yl)-11-(1,1-dioxidothiomorpholino)undecanamide